7,11,15-trimethyl-3-methylenehexadec-1-ene CC(CCCC(C=C)=C)CCCC(CCCC(C)C)C